N1=CC=C(C=C1)C=1C(=NN2C1C=NCC2)C2=CC=C(C=C2)SC(F)(F)F 3-(pyridin-4-yl)-2-{4-[(trifluoromethyl)sulfanyl]phenyl}-6,7-dihydropyrazolo[1,5-a]pyrazin